N-[rac-(1S)-1-[[(3-amino-3-oxo-propyl)-[rac-(2R)-2-chloro-2-fluoro-acetyl]amino]carbamoyl]-3-methyl-butyl]imidazo[1,2-a]pyridine-2-carboxamide NC(CCN(C([C@H](F)Cl)=O)NC(=O)[C@H](CC(C)C)NC(=O)C=1N=C2N(C=CC=C2)C1)=O |r|